nickel-silver-titanium [Ti].[Ag].[Ni]